NC1=CC=C(C=C1)NC(CCOCCOCCOCCOCCOCCNC(OC(C)(C)C)=O)=O tert-butyl (18-((4-aminophenyl)amino)-18-oxo-3,6,9,12,15-pentaoxaoctadecyl)carbamate